ONC(CCCCCN1C(N\C(\C1=O)=C/C1=C(C=C(C=C1)C(F)(F)F)OC)=O)=O (Z)-N-hydroxy-6-(4-(2-methoxy-4-(trifluoromethyl)benzylidene)-2,5-dioxoimidazolidin-1-yl)hexanamide